tert-butyl (2-(5-(3-chloro-2-fluoro-6-(1H-tetrazol-1-yl)phenyl)pyridin-2-yl)-2-(4-(2-(trifluoromethyl)pyridin-4-yl)-1H-pyrazol-1-yl)ethyl)carbamate ClC=1C(=C(C(=CC1)N1N=NN=C1)C=1C=CC(=NC1)C(CNC(OC(C)(C)C)=O)N1N=CC(=C1)C1=CC(=NC=C1)C(F)(F)F)F